2-((1H-1,2,4-triazol-1-yl) methyl)-3-(4-chlorobenzyl)-2-hydroxy-1-methylcyclopentan-1-carboxylate N1(N=CN=C1)CC1(C(CCC1CC1=CC=C(C=C1)Cl)(C(=O)[O-])C)O